O[C@H]1[C@@H](CCC1)NC(OCC1=CC=CC=C1)=O Benzyl N-[(1R,2R)-2-hydroxycyclopentyl]carbamate